5-((4-chloro-5-((2'-chloro-2-methyl-3'-((1-methylpiperidin-3-yl)methoxy)-[1,1'-biphenyl]-3-yl)methoxy)-2-((((4-ethylthiazol-2-yl)methyl)amino)methyl)phenoxy)methyl)nicotinonitrile ClC1=CC(=C(OCC=2C=NC=C(C#N)C2)C=C1OCC=1C(=C(C=CC1)C1=C(C(=CC=C1)OCC1CN(CCC1)C)Cl)C)CNCC=1SC=C(N1)CC